ClCC1=C(C(=CC=C1)I)C 1-(chloromethyl)-3-iodo-2-methylbenzene